ClC=1C(=C(C=CC1)C1=NC=NN1C(F)F)F 5-(3-chloro-2-fluorophenyl)-1-(difluoromethyl)-1H-1,2,4-triazole